FC1=CC(=C(C=C1C1=CN=NC(=C1)OC)O)C=1N=NC(=CC1)N1CC(CC1)NC1(CCC1)C 4-fluoro-5-(6-methoxypyridazin-4-yl)-2-(6-{3-[(1-methylcyclobutyl)amino]pyrrolidin-1-yl}pyridazin-3-yl)phenol